2,3-dimethylmercapto-1-propanol CSC(CO)CSC